NCCOC=1C(=C2CC(CC2=CC1)CNCCC1CN(C(O1)=O)C=1C=CC=2OCC(NC2N1)=O)Cl 6-[5-[2-[[5-(2-Aminoethoxy)-4-chloro-2,3-dihydro-1H-inden-2-yl]methylamino]ethyl]-2-oxo-1,3-oxazolidin-3-yl]-4H-pyrido[3,2-b][1,4]oxazin-3-one